2-fluoro-4-[[3-[1-(2-fluoroethyl)-3-(trifluoromethyl)pyrazol-4-yl]imidazo[1,2-a]pyrazin-8-yl]amino]-6-methyl-N-prop-2-ynylbenzamide FC1=C(C(=O)NCC#C)C(=CC(=C1)NC=1C=2N(C=CN1)C(=CN2)C=2C(=NN(C2)CCF)C(F)(F)F)C